OCCN(CCCCCC(=O)OC(CCCCCCCC)CCCCCCCC)CCCCCC(=O)OCCCCCCCCCCC(C)C 1-octylnonyl 6-{(2-hydroxyethyl)[5-(11-methyldodecyloxycarbonyl)pentyl]amino}hexanoate